ClC1=CC=2C(C3=CC(=CC=C3C2C=C1)Cl)CC 2,7-dichloro-9-ethyl-9H-fluorene